The molecule is a 1,2-diacyl-sn-glycero-3-phosphoethanolamine in which both acyl substituents are specified as (9E)-octadecenoyl. It has a role as a mouse metabolite. CCCCCCCC/C=C/CCCCCCCC(=O)OC[C@H](COP(=O)(O)OCCN)OC(=O)CCCCCCC/C=C/CCCCCCCC